N-(5-chlorothiazolo[4',5':5,6]benzo[1,2-d]oxazol-2-yl)cyclopropanecarboxamide ClC1=CC2=C(C=3N=COC31)SC(=N2)NC(=O)C2CC2